3-[(3R)-3-amino-4-(4-fluorophenyl)butanoyl]-3-azabicyclo[2.2.1]heptane-2-carbonitrile N[C@@H](CC(=O)N1C(C2CCC1C2)C#N)CC2=CC=C(C=C2)F